1-(4-(((2-(4-cyclopropyl-6-methoxypyrimidin-5-yl)pyrido[3,2-d]pyrimidin-4-yl)oxy)methyl)phenyl)-3-(trifluoromethyl)pyridin-2(1H)-one C1(CC1)C1=NC=NC(=C1C=1N=C(C2=C(N1)C=CC=N2)OCC2=CC=C(C=C2)N2C(C(=CC=C2)C(F)(F)F)=O)OC